6-(2-Aminopropan-2-yl)-5-(3,3-difluoropyrrolidin-1-yl)-N-[2-(5-methyl-1H-pyrazol-1-yl)-[1,3]thiazolo[5,4-c]pyridin-6-yl]pyridin-2-amine NC(C)(C)C1=C(C=CC(=N1)NC1=CC2=C(C=N1)SC(=N2)N2N=CC=C2C)N2CC(CC2)(F)F